Cl.N(C(=N)N)CCNC(OC1CCC2C3CCC4CCCC4C3C(C=C2C1)[C@H](C)CCCC(C)C)=O 7-((R)-6-methylheptan-2-yl)-2,3,4,7,8,9,10,11,12,13,14,15,16,17-tetradecahydro-1H-cyclopenta[a]phenanthren-3-yl (2-guanidinoethyl)carbamate, hydrochloride salt